C1(CC1)C([C@@H](C=1OC2=C(N1)C=C(C=C2)CN2C(N[C@@H](C2)C(F)(F)F)=O)NC(=O)C2(CC2)C2=CC=CC=C2)C2CC2 N-((S)-2,2-dicyclopropyl-1-(5-(((S)-2-oxo-4-(trifluoromethyl)imidazolidin-1-yl)methyl)benzo[d]oxazol-2-yl)ethyl)-1-phenyl-cyclopropane-1-carboxamide